5,5'-(2-hydroxypropane-1,3-diyl)bis(oxy)bis(4-oxo-4H-benzopyran-2-carboxylic acid) OC(COC1=CC=CC2=C1C(C=C(O2)C(=O)O)=O)COC2=CC=CC1=C2C(C=C(O1)C(=O)O)=O